mono-glyceryl monobehenate C(CCCCCCCCCCCCCCCCCCCCC)(=O)OCC(O)CO